C(=O)(O)C(CCCC=1C=C(C=CC1)CCCCC1(CC1)C(=O)O)(C)C 1-(4-(3-(4-carboxy-4-methylpentyl)phenyl)butyl)cyclopropane-1-carboxylic acid